tert-butyl 3-nitroazetidine-1-carboxylate [N+](=O)([O-])C1CN(C1)C(=O)OC(C)(C)C